4-((5-(4-(2,3-Dichlorophenyl)piperazin-1-yl)-5-oxopentyl)amino)-2,2-diphenylbutanenitrile ClC1=C(C=CC=C1Cl)N1CCN(CC1)C(CCCCNCCC(C#N)(C1=CC=CC=C1)C1=CC=CC=C1)=O